4,5-dimethyloctanoic acid CC(CCC(=O)O)C(CCC)C